[Ce].FC=1C=C(C(=O)NC2=CN=C(S2)C2=CC(=NC=C2)N2CCCC2)C=C(C1O)C=O 3-fluoro-5-formyl-4-hydroxy-N-(2-(2-(pyrrolidin-1-yl)pyridin-4-yl)thiazol-5-yl)Benzamide cerium